2-{5-[(1S)-1-methoxyethyl]-1,3,4-thiadiazol-2-yl}-5-[4-(trifluoromethoxy)benzene-1-sulfonyl]pyridin-3-amine CO[C@@H](C)C1=NN=C(S1)C1=NC=C(C=C1N)S(=O)(=O)C1=CC=C(C=C1)OC(F)(F)F